C(=O)(OCC1C2=CC=CC=C2C2=CC=CC=C12)[C@@](C(=O)O)(CCCCN(CC(=O)OC(C)(C)C)C(=O)OC(C)(C)C)N (S)-Fmoc-2-amino-6-(Boc-tert-butoxycarbonylmethylamino)-hexanoic acid